FC(C=1N=CC=2N(C1)C(=CN2)C2=NC=CC(=N2)N2CC(CC2)CCCO)(F)F 3-(1-(2-(6-(Trifluoromethyl)imidazo[1,2-a]pyrazin-3-yl)pyrimidin-4-yl)pyrrolidin-3-yl)propan-1-ol